4-((2S,SR)-2,5-diethyl-4-(3-(trifluoromethyl)phenyl)piperazin-1-yl)-1-methyl-2-oxo-1,2-dihydropyrido[3,2-d]pyrimidine-6-carbonitrile C(C)[C@@H]1N(C[C@@H](N(C1)C1=CC(=CC=C1)C(F)(F)F)CC)C=1C2=C(N(C(N1)=O)C)C=CC(=N2)C#N |&1:5|